1-isopropyl-N-(2-morpholino-4-phenylpyridin-3-yl)-1H-pyrazole-4-carboxamide C(C)(C)N1N=CC(=C1)C(=O)NC=1C(=NC=CC1C1=CC=CC=C1)N1CCOCC1